4-((2-(2-(2-azidoethoxy)ethoxy)ethyl)amino)-4-oxobutanoic acid N(=[N+]=[N-])CCOCCOCCNC(CCC(=O)O)=O